ClC=1C=C(C=C(C1)Cl)N1C([C@](C1)(C(=O)O)C)=O (3S)-1-(3,5-dichlorophenyl)-3-methyl-2-oxo-azetidine-3-carboxylic acid